tert-butyl 3-(tert-butyldimethyl silyloxy)-5-(4,4,5,5-tetramethyl-1,3,2-dioxaborolan-2-yl)pentanoate [Si](C)(C)(C(C)(C)C)OC(CC(=O)OC(C)(C)C)CCB1OC(C(O1)(C)C)(C)C